N1C(=NC2=C1C=CC=C2)C2=CC(=NN2)NC(C2=CC(=C(C=C2)OCCOC)F)=O N-[5-(1H-benzimidazol-2-yl)-1H-pyrazol-3-yl]-3-fluoro-4-(2-methoxy-ethoxy)benzamide